C(C)NC(=O)NC1=NC2=C(N1)C=CC(=C2)C2=CC(=C(C=C2)OC)CC2=NNC(C1=CC=CC=C21)=O 1-ethyl-3-(5-(4-methoxy-3-((4-oxo-3,4-dihydrophthalazin-1-yl)methyl)phenyl)-1H-benzimidazol-2-yl)urea